N-(2-((Dimethylamino)methyl)quinolin-8-yl)-4-(trifluoromethyl)-benzenesulfonamide HCl Cl.CN(C)CC1=NC2=C(C=CC=C2C=C1)NS(=O)(=O)C1=CC=C(C=C1)C(F)(F)F